2-(6-(((1R,3S,5S,6R)-6-fluoro-1,5-dimethyl-8-azabicyclo[3.2.1]octan-3-yl)oxy)pyridazin-3-yl)-5-(1H-imidazol-1-yl)phenol F[C@H]1[C@@]2(C[C@H](C[C@](C1)(N2)C)OC2=CC=C(N=N2)C2=C(C=C(C=C2)N2C=NC=C2)O)C